BrC=1C=C2CCC(C2=CC1)NS(=O)(=O)C1=CC=C(C=C1)OC N-(5-bromo-2,3-dihydro-1H-inden-1-yl)-4-methoxybenzenesulfonamide